C(C)(C)(C)OC(=O)N1C[C@@H]2[C@H](C1)CC(C2)OC2=CC(=CC=C2)C=2OC=CN2 (3aR,5s,6aS)-5-(3-(oxazol-2-yl)phenoxy)hexahydrocyclopenta[c]pyrrole-2(1H)-carboxylic acid tert-butyl ester